2-Phenyl-4-Methylimidazol C1(=CC=CC=C1)C=1NC=C(N1)C